4-(4-hydroxyphenyl)-6-methoxy-7-((1-acetylpiperidin-4-yl)oxy)quinoline OC1=CC=C(C=C1)C1=CC=NC2=CC(=C(C=C12)OC)OC1CCN(CC1)C(C)=O